(1-(7-Hydroxynaphthalen-1-yl)cyclopropyl)-2-methyl-5-((1-methylazetidin-2-yl)methoxy)benzamide OC1=CC=C2C=CC=C(C2=C1)C1(CC1)C=1C(=C(C(=O)N)C=C(C1)OCC1N(CC1)C)C